ClC=1C(=C(C=CC1)C(C)(C)NC(=O)C=1N=CN(C1)C1=NC(=NC=C1C)N[C@@H]1COCC1)CO (S)-N-(2-(3-chloro-2-(hydroxymethyl)-phenyl)propan-2-yl)-1-(5-methyl-2-((tetrahydrofuran-3-yl)amino)pyrimidin-4-yl)-1H-imidazole-4-carboxamide